2-hydroxy-1-(3-(5-(2-((1-methyl-1H-pyrazolo[3,4-d]pyrimidin-4-yl)thio)acetyl)thiophen-2-yl)pyrrolidin-1-yl)ethan-1-one OCC(=O)N1CC(CC1)C=1SC(=CC1)C(CSC1=C2C(=NC=N1)N(N=C2)C)=O